4-(5-methanesulfonyl-2-1,3,4-oxadiazolyl)-2-((5-methanesulfonyl-2-1,3,4-oxadiazolyl)ethyl)butanoic acid CS(=O)(=O)C1=NN=C(O1)CCC(C(=O)O)CCC=1OC(=NN1)S(=O)(=O)C